1-bromo-2-[18F]fluoro-1,3,5-tri-O-benzoyl-arabinofuranose BrC1(OC(C2=CC=CC=C2)=O)[C@@](O)([C@H](OC(C2=CC=CC=C2)=O)[C@H](O1)COC(C1=CC=CC=C1)=O)[18F]